6-(3-methoxy-4-((1-methyl-1H-imidazol-2-yl)methoxy)phenylamino)-3-morpholinoquinoxaline-5-carbonitrile COC=1C=C(C=CC1OCC=1N(C=CN1)C)NC1=C(C=2N=C(C=NC2C=C1)N1CCOCC1)C#N